C(C)OC(=O)C1=C(N(C=C1)C1=CN=C2C3=C(C=CC=C13)N(C2=C=O)CC2=CC=C(C=C2)OC)C(F)(F)F 1-(1-(4-Methoxybenzyl)-2-carbonyl-1,2-dihydropyrrolo[2,3,4-ij]isoquinolin-5-yl)-2-trifluoromethyl-1H-pyrrole-3-carboxylic acid ethyl ester